O=C1C(OC2=CC=CC=C2C1)=O 3-Ketocumarin